9-[N-(6-carboxy-6-fluorohexyl)-4-(dimethylamino)butanamido]-2-fluorooctadecanoic acid C(=O)(O)C(CCCCCN(C(CCCN(C)C)=O)C(CCCCCCC(C(=O)O)F)CCCCCCCCC)F